rubidium potassium europium dioxide [O-2].[O-2].[Eu+3].[K+].[Rb+]